N=1C=CN2C1N=CC(=C2)C=2C=CN1N=C(N=CC12)N[C@@H]1CC[C@H](CC1)N1CCN(CC1)C 5-(imidazo[1,2-a]pyrimidin-6-yl)-N-(trans-4-(4-methylpiperazin-1-yl)cyclohexyl)pyrrolo[2,1-f][1,2,4]triazin-2-amine